3-hydroxy-8,10,12,14-tetramethylhexadeca-6,8-dienoic acid OC(CC(=O)O)CCC=CC(=CC(CC(CC(CC)C)C)C)C